FC1=CC=C(C=C1)C=1C=2C(N=C(C1C1=CC=NC=C1)C1=CC=C(C=C1)F)=NN(C2)CCCN2CCCCC2 [3-[4,6-bis(4-fluorophenyl)-5-(4-pyridyl)pyrazolo[3,4-b]pyridin-2-yl]propyl]piperidin